6-((tert-butyldimethylsilyl)oxy)-2-chlorobenzo[d]thiazole [Si](C)(C)(C(C)(C)C)OC1=CC2=C(N=C(S2)Cl)C=C1